C(C)(C)(C)C1=CC(=NN1CC#N)NC1=NC=2C(=CC(=NC2)OC2=CC(=NC=C2)NC(=O)C2CC2)N1C N-(4-((2-((5-(tert-butyl)-1-(cyanomethyl)-1H-pyrazol-3-yl)amino)-1-methyl-1H-imidazo[4,5-d]pyridin-6-yl)oxy)pyridin-2-yl)cyclopropanecarboxamide